IC=1C(=NC(N([C@H]2C[C@H](OCSC)[C@@H](CO[Si](C)(C)C(C)(C)C)O2)C1)=O)N 5-iodo-5'-O-tert-butyldimethylsilyl-3'-O-methylthiomethyl-2'-deoxycytidine